O[C@H]1C([C@H]2[C@]3(C([C@](C4(C(=C13)C)CC4)(C)O)=O)C2)(C)C (1a'S,3'S,6'R,7a'R)-3',6'-dihydroxy-2',2',4',6'-tetramethyl-1',1a',2',3'-tetrahydrospiro[cyclopropane-1,5'-cyclopropa[c]inden]-7'(6'H)-one